(S)-1-(3-methoxyphenyl)propan-2-amine COC=1C=C(C=CC1)C[C@H](C)N